3-[1-acetyl-3-piperidinyl]-1-sulfamoyl-pyrrole-2-carboxylic acid C(C)(=O)N1CC(CCC1)C1=C(N(C=C1)S(N)(=O)=O)C(=O)O